4-(2-oxo-3-norbornylmethyl)benzenesulfonic acid O=C1C2CCC(C1CC1=CC=C(C=C1)S(=O)(=O)O)C2